ClC1=NC=C(C(=N1)C1=CN(C2=CC=C(C=C12)C)C)F 3-(2-chloro-5-fluoropyrimidin-4-yl)-1,5-dimethyl-1H-indole